BrC=1C(=C(C=C(C=O)C1)OC)O 5-Bromo-4-hydroxy-3-methoxybenzaldehyd